NC1=CC(=NO1)C1CCN(CC1)C(=O)C1=CC=C(C=C1)Br (4-(5-aminoisoxazol-3-yl)piperidin-1-yl)(4-bromophenyl)methanone